2-(3,4-Dichlorophenyl)-5-methyl-piperidine ClC=1C=C(C=CC1Cl)C1NCC(CC1)C